FC=1C=C2C(=NNC2=CC1OCCOC)C1=CC(=NO1)C1=CC=C(C=C1)C(=O)N1CCN(CC1)C1COCC1 5-Fluoro-6-(2-methoxyethoxy)-3-(3-{4-[4-(oxolan-3-yl)piperazin-1-carbonyl]phenyl}-1,2-oxazol-5-yl)-1H-indazol